(4-(4-(trifluoromethyl)phenyl)-4,5,6,7-tetrahydropyrazolo[1,5-a]pyrimidin-6-yl)methanol FC(C1=CC=C(C=C1)N1C=2N(CC(C1)CO)N=CC2)(F)F